2-[(2-chloro-6-fluoro-benzoyl)amino]-4-[2-ethoxyethyl-[4-(5,6,7,8-tetrahydro-1,8-naphthyridin-2-yl)butyl]amino]butanoic acid ClC1=C(C(=O)NC(C(=O)O)CCN(CCCCC2=NC=3NCCCC3C=C2)CCOCC)C(=CC=C1)F